CCCCC=CCCC=CCCCC=CCCCCCCC docosa-5,9,14-triene